C(CC)(=O)OC(C1=CC=CC=C1)Br bromobenzyl propionate